3-fluoro-5-(5H-imidazo[5,1-a]isoindol-5-yl)benzonitrile FC=1C=C(C#N)C=C(C1)C1N2C(C3=CC=CC=C13)=CN=C2